N,N'-Di-t-Butoxycarbonyl-N'-(2,6-dichlorobenzoyl)guanidine C(C)(C)(C)OC(=O)NC(=N)N(C(C1=C(C=CC=C1Cl)Cl)=O)C(=O)OC(C)(C)C